FC=1C=C2C(C(NC2=CC1)=O)=CC1=C(C(=CN1)NC(CN1CCN(CC1)C(CCCC(=O)N)=O)=O)C 5-(4-(2-((5-((5-fluoro-2-oxoindol-3-ylidene)methyl)-4-methyl-1H-pyrrol-3-yl)amino)-2-oxoethyl)piperazin-1-yl)-5-oxopentanoamide